C(C)(C)(C)OC(=O)N1C[C@H]([C@@H](CC1)N1N=CC(=C1)[N+](=O)[O-])F (3R,4R)-3-fluoro-4-(4-nitropyrazol-1-yl)piperidine-1-carboxylic acid tert-butyl ester